ClC=1C(=CC2=C(C[C@](O2)(C2=CC=CC=C2)CNC)C1C=1C(=CC2=C(C1F)OCC1=NN(C=C12)C)C(=O)N)F (S)-7-((S)-5-Chloro-6-fluoro-2-((methylamino)methyl)-2-phenyl-2,3-dihydrobenzofuran-4-yl)-6-fluoro-2-methyl-2,4-dihydrochromeno[3,4-c]pyrazole-8-carboxamide